FC=1C2=C(C=NC1NC=1C(=CC=3N(C1)N=CN3)C)N(C(N2C2CCOCC2)=O)C 7-fluoro-3-methyl-6-((7-methyl-[1,2,4]triazolo[1,5-a]pyridin-6-yl)amino)-1-(tetrahydro-2H-pyran-4-yl)-1,3-dihydro-2H-imidazo[4,5-c]pyridin-2-one